N-(2-(2-amino-6-(phenylamino)-9H-purin-9-yl)ethyl)-1-ethyl-3-methyl-1H-pyrazole-5-carboxamide NC1=NC(=C2N=CN(C2=N1)CCNC(=O)C1=CC(=NN1CC)C)NC1=CC=CC=C1